6-(2-acetamido-4-methylthiazol-5-yl)-2-(1-cyclopropylethyl)-N,N-dimethyl-3-oxo-2,3-dihydro-1H-pyrrolo[3,4-c]pyridine-4-carboxamide C(C)(=O)NC=1SC(=C(N1)C)C1=CC2=C(C(=N1)C(=O)N(C)C)C(N(C2)C(C)C2CC2)=O